C1(CC1)[C@@H]1N(CCC(C1)C=1C=C(C2=C(NC(=N2)C2=CC(=C(C=C2)OC)F)C1)C)C1CCNCC1 6-(r-cyclopropyl-[1,4'-bipiperidin]-4-yl)-2-(3-fluoro-4-methoxyphenyl)-4-methyl-1H-benzo[d]imidazole